N-((1R)-3-Cyano-3-azabicyclo[3.1.0]hexan-1-yl)-5-(3-phenoxypyridin-4-yl)thiazol-2-carboxamid C(#N)N1C[C@]2(CC2C1)NC(=O)C=1SC(=CN1)C1=C(C=NC=C1)OC1=CC=CC=C1